ClC1=CC(=CC(=N1)C(=O)NC1=CC(=C(C=C1)C)NC1=NC=CC=C1C1=C2N=CN(C2=NC=N1)C1OCCCC1)C(F)(F)F 6-chloro-N-(4-methyl-3-((3-(9-(tetrahydro-2H-pyran-2-yl)-9H-purin-6-yl)pyridin-2-yl)amino)phenyl)-4-(trifluoromethyl)picolinamide